Ethyl 3-(2,4-dimethylthiazol-5-yl)-3-hydroxybutanoate CC=1SC(=C(N1)C)C(CC(=O)OCC)(C)O